N-[(2-Amino-3-pyridyl)sulfonyl]-6-(4-isobutoxypyrazol-1-yl)-2-[(4S)-2,2,4-trimethylpyrrolidin-1-yl]pyridin-3-carboxamid NC1=NC=CC=C1S(=O)(=O)NC(=O)C=1C(=NC(=CC1)N1N=CC(=C1)OCC(C)C)N1C(C[C@@H](C1)C)(C)C